1-methyl-3-(4-phenoxyphenyl)-1H-pyrazolo[4,3-d]pyrimidine-5-carbaldehyde CN1N=C(C=2N=C(N=CC21)C=O)C2=CC=C(C=C2)OC2=CC=CC=C2